4-(1H-1,2,3-triazol-1-yl)-6-(6-(trifluoromethyl)pyridin-2-yl)-N-(2-(trifluoromethyl)pyridin-4-yl)-1,3,5-triazin-2-amine N1(N=NC=C1)C1=NC(=NC(=N1)C1=NC(=CC=C1)C(F)(F)F)NC1=CC(=NC=C1)C(F)(F)F